C1C[C@@H](CC12CCNCC2)N2C=NC1=CC=C(C(=C1C2=O)Cl)OC2=C(C(=CC=C2F)NS(N(C)CC)(=O)=O)C#N 3-[(3S)-8-azaspiro[4.5]decan-3-yl]-5-chloro-6-[2-cyano-3-[[ethyl(methyl)sulfamoyl]amino]-6-fluoro-phenoxy]-4-oxo-quinazoline